C(#N)C(CCC(=O)O)(C)SC(=O)SCCCCCCCCCCCC 4-cyano-4-(dodecyl-thio-carbonyl)sulfanyl-valeric acid